5,6-dicarboxybenzimidazolium C(=O)(O)C1=CC2=C([NH+]=CN2)C=C1C(=O)O